NC1=C(C(=NN1C(C)C)C=1C=NC(=CC1)C(C(=O)NC1=NOC(=C1)CC(C)(C)C)C)C(=O)N 5-Amino-1-isopropyl-3-[6-[2-[[5-(2,2-dimethylpropyl)isoxazol-3-yl]amino]-1-methyl-2-oxo-ethyl]-3-pyridyl]pyrazole-4-carboxamide